(2-methoxyacetyl)-L-proline tert-butyl ester C(C)(C)(C)OC([C@H]1N(CCC1)C(COC)=O)=O